C=1(C(=CC=CC1)C(=O)OCBr)C1=CC=CC=C1 bromomethyl biphenyl-2-carboxylate